C(C)(C)(C)P([C-]1C=CC=C1)C(C)(C)C.[CH-]1C=CC=C1.[Fe+2] 1-(di-tert-butylphosphino)ferrocene